α-methylstyrenesulfonic acid CC(=CS(=O)(=O)O)C1=CC=CC=C1